C(CCC)O[As] butoxyarsenic